(2,4-dimethylbenzyl)-[2-(9-(pyridin-2-yl)-6-oxaspiro[4.5]decan-9-yl)ethyl]amine CC1=C(CNCCC2(CCOC3(CCCC3)C2)C2=NC=CC=C2)C=CC(=C1)C